S1C(=NCCC1)NC=1C=C(C(=O)O)C=CC1 3-(5,6-dihydro-4H-1,3-thiazin-2-ylamino)benzoic acid